ClC1=C(C=CC=C1OC)C(=O)N1[C@H](C=2C(CC1)=C(N(N2)C)CNC2(CC2)C(F)(F)F)C (2-Chloro-3-methoxy-phenyl)-[(7S)-2,7-dimethyl-3-[[[1-(trifluoromethyl)cyclopropyl]amino]methyl]-5,7-dihydro-4H-pyrazolo[3,4-c]pyridin-6-yl]methanone